N1CCC2=CC(=CC=C12)C=O 2,3-DIHYDRO-1H-INDOLE-5-CARBALDEHYDE